C(CCCCCCCCCCCCCCCCC)(=O)OCCCO 1,3-propanediol monostearate